tetra(but-3-yn-1-yl) 3,3',3'',3'''-(((methylazanediyl)bis(propane-3,1-diyl))bis(azanetriyl))tetrapropionate CN(CCCN(CCC(=O)OCCC#C)CCC(=O)OCCC#C)CCCN(CCC(=O)OCCC#C)CCC(=O)OCCC#C